α-Methyl-p-methylstyrol CC=CC1=CC=C(C=C1)C